ClC=1C=C(C=CC1)C1=NC(=NC(=C1)C1=CC=2C(C3=CC=CC=C3C2C=C1)(C)C)C=1C=CC=2N(C3=CC=CC=C3C2C1)C1=CC=CC=C1 3-(4-(3-chlorophenyl)-6-(9,9-dimethyl-9H-fluoren-2-yl)pyrimidin-2-yl)-9-phenyl-9H-carbazole